CC(C)(C)[O-].C([O-])(O)=O.[Cs+].[Na+] sodium cesium carbonate tert-butoxide